OC(CN(CCNC(CCCCCCCCCCCCCCC(C)C)=O)CCO)CO N-[2-[(2,3-dihydroxypropyl)(2-hydroxyethyl)amino]ethyl]-isostearamide